3-[4-[1-[[4-[(2R)-2-aminopropoxy]cyclohexyl]methyl]azetidin-3-yl]-3-methyl-2-oxo-benzimidazol-1-yl]piperidine-2,6-dione N[C@@H](COC1CCC(CC1)CN1CC(C1)C1=CC=CC=2N(C(N(C21)C)=O)C2C(NC(CC2)=O)=O)C